N(=[N+]=[N-])[C@@H]1[C@@H](COCC1)N (3S,4S)-4-azidotetrahydro-2H-pyran-3-amine